C(C1=CC=CC=C1)(C1=CC=CC=C1)(C1=CC=CC=C1)N1CC2(CCC(C1)N2C(=O)OC(C)(C)C)C(=O)OC 8-(tert-butyl) 1-methyl 3-trityl-3,8-diazabicyclo[3.2.1]octane-1,8-dicarboxylate